(2S,4R)-1-[(2R)-2-(4-cyclopropyltriazol-1-yl)-3,3-dimethyl-butanoyl]-N-[(2,5-dichlorophenyl)-tetrahydrofuran-3-yl-methyl]-4-hydroxy-pyrrolidine-2-carboxamide C1(CC1)C=1N=NN(C1)[C@@H](C(=O)N1[C@@H](C[C@H](C1)O)C(=O)NC(C1COCC1)C1=C(C=CC(=C1)Cl)Cl)C(C)(C)C